N-(4-(5-bromo-3-cyano-4-hydroxy-6-(1,1,1-trifluoropropane-2-yl)pyridin-2-yl)benzyl)-5-fluoro-2-methoxybenzamide BrC=1C(=C(C(=NC1C(C(F)(F)F)C)C1=CC=C(CNC(C2=C(C=CC(=C2)F)OC)=O)C=C1)C#N)O